N-{3-fluoro-4-[6-methoxy-7-(3-morpholinopropoxy)quinolin-4-yloxy]phenyl}-3-oxo-4-phenyl-3,4-dihydropyrazine-2-carboxamide FC=1C=C(C=CC1OC1=CC=NC2=CC(=C(C=C12)OC)OCCCN1CCOCC1)NC(=O)C1=NC=CN(C1=O)C1=CC=CC=C1